C(CCCCCCCCCCCCCCCCCCCCCCCCCCC(C)C)O Isotriacontanol